methyl 2-(3,3-dimethylpiperazin-1-yl)isonicotinate CC1(CN(CCN1)C=1C=C(C(=O)OC)C=CN1)C